FC1=C(C=CC(=C1C)OC1=CC2=C(N(N=N2)C)C(=C1C)F)NC1=NC=NC2=C1N=C(N=C2)N2C[C@H](N(CC2)C(C=C)=O)C (R)-1-(4-(8-((2-fluoro-4-((7-fluoro-1,6-dimethyl-1H-benzo[d][1,2,3]triazol-5-yl)oxy)-3-methylphenyl)amino)pyrimido[5,4-d]pyrimidin-2-yl)-2-methylpiperazin-1-yl)prop-2-en-1-one